C1(CCCC1)C(=O)N1C2=C(C3=CC=CC=C13)CCN[C@H]2C (1S,3S)-N'-(cyclopentylformyl)-1-methyl-2,3,4,9-tetrahydropyridino[3,4-b]indol